BrC1=NC(=CC=C1F)OCOCC[Si](C)(C)C 2-bromo-3-fluoro-6-((2-(trimethylsilyl)ethoxy)methoxy)pyridine